(E)-2-(3-(2-(4'-methylthio-2-methylbiphenyl-3-yl)vinyl)-4-methylbenzylamino)-3-hydroxy-2-methylpropanoic acid CSC1=CC=C(C=C1)C1=C(C(=CC=C1)/C=C/C=1C=C(CNC(C(=O)O)(CO)C)C=CC1C)C